S(OC1=CC=C2C(N(C(=NC2=C1)C)C1C(NC(CC1)=O)=O)=O)(=O)(=O)F 3-(2,6-dioxopiperidin-3-yl)-2-methyl-4-oxo-3,4-dihydroquinazolin-7-yl sulfurofluoridate